[Si](C)(C)(C(C)(C)C)N1CCNCC1 N-(t-butyldimethylsilyl)piperazine